C(C)(C)(C)OC(=O)N(CCCC)C[C@@H]1N(C2=CC(=C(C(=C2C1)F)N1S(NC(C1)=O)(=O)=O)O)C(=O)OC(C)(C)C tert-butyl (2R)-2-{[(tert-butoxycarbonyl)(butyl)amino]methyl}-4-fluoro-6-hydroxy-5-(1,1,4-trioxo-1λ6,2,5-thiadiazolidin-2-yl)-2,3-dihydro-1H-indole-1-carboxylate